S(=O)(=O)(O)C1=C(C2=C(C3=C(C(=C(N3S(=O)(=O)O)C=C3C=CC(C=C4C=CC(=CC1=N2)N4)=N3)C3=CC=CC=C3)C(=O)O)S(=O)(=O)O)S(=O)(=O)O tetra-sulfo-carboxyl-phenyl-porphyrin